6-chloro-5-(6-(dimethylamino)-2-methoxypyridin-3-yl)-N-methoxy-1H-indole-3-carboxamide ClC1=C(C=C2C(=CNC2=C1)C(=O)NOC)C=1C(=NC(=CC1)N(C)C)OC